CC1C(CCCC1C)NCC 2-(2,3-Dimethylcyclohexyl)aminoethan